CC=1C=C(SC1C1=CC=CC=C1)C1=CC=CC=C1 4-methyl-2,5-diphenylthiophene